C1(CC1)C1(CC1)C(=O)NN 1-cyclopropyl-cyclopropanecarbohydrazide